ClC=1C(C(C2=CC=CC=C2C1)=O)Cl dichloronaphthalenone